Cl.Cl.C(C)(C)NC(=N)C1=CC(=C(C=C1)COC1=CC=CC=C1)F 4-isopropylamidino(phenoxymethyl)-2-fluorobenzene dihydrochloride